3-[(1-methoxycyclopropyl)methyl]-7-morpholino-5-[3-(m-tolyl)-1-pyrazolyl]-3H-1,3,4-triazaindene COC1(CC1)CN1C=NC2=C(C=C(N=C12)N1N=C(C=C1)C=1C=C(C=CC1)C)N1CCOCC1